N-(6-(4-(5-amino-1,3,4-thiadiazol-2-yl)butyl)pyridazin-3-yl)-2-(pyridin-2-yl)acetamide NC1=NN=C(S1)CCCCC1=CC=C(N=N1)NC(CC1=NC=CC=C1)=O